pyridine-3-methylamine hydrochloride Cl.N1=CC(=CC=C1)CN